NC=1C=C2C(=NC1)NC(=C2)C2=C(C=C(C#N)C=C2)C 4-(5-amino-1H-pyrrolo[2,3-b]pyridin-2-yl)-3-methylbenzonitrile